1-(4-carbamoyl-2-pyridinyl)piperidine-4-carboxylic acid methyl ester COC(=O)C1CCN(CC1)C1=NC=CC(=C1)C(N)=O